NC1=C2C(=NC=N1)N(N=C2C2=NOC(=C2C2=NC=C(C=N2)OC2CN(C2)C(=O)OCC(=O)O)C2CC2)C(C)(C)C 2-[3-[2-[3-(4-amino-1-tert-butyl-pyrazolo[3,4-d]pyrimidin-3-yl)-5-cyclopropyl-isoxazol-4-yl]pyrimidin-5-yl]oxyazetidine-1-carbonyl]oxyacetic acid